[Cl-].CN1N=C(C2=CC=C(C=C12)N1[C@@H](C[NH+](CC1)CC(O)O)C)C1C(NC(CC1)=O)=O 3-[1-methyl-6-[(2R)-4-(2,2-dihydroxyethyl)-2-methyl-piperazin-4-ium-1-yl]indazol-3-yl]piperidine-2,6-dione chloride